NC=1NC(C=2N=CN(C2N1)[C@@H]1O[C@@H]([C@H](C1)O[Si](C)(C)C(C)(C)C)C([2H])([2H])O)=O 2-amino-9-((2R,4S,5R)-4-((tert-butyldimethylsilyl)oxy)-5-(hydroxymethyl-d2)tetrahydrofuran-2-yl)-1,9-dihydro-6H-purin-6-one